NC=1C2=C(N=CN1)N(C(=C2C2=CC=C(C=C2)OC2=CC=CC=C2)C#CC2CC(C2)N2CCN(CC2)C(C=C)=O)C 1-(4-(3-((4-amino-7-methyl-5-(4-phenoxyphenyl)-7H-pyrrolo[2,3-d]pyrimidin-6-yl)ethynyl)cyclobutyl)piperazin-1-yl)prop-2-en-1-one